NCC(=O)NCCC1=C(NC2=C(C=C(C=C12)F)F)C1=CC=C(C=C1)F amino-N-[2-[5,7-difluoro-2-(4-fluorophenyl)-1H-indol-3-yl]ethyl]acetamide